ClC1=CC(=C(C=C1)C1=NC(=NC2=C1N=C(N(C2=O)C)C)N2C[C@H](OCC2)C2=CC(=NC=C2)OC)F 8-(4-chloro-2-fluoro-phenyl)-6-[(2R)-2-(2-methoxy-4-pyridyl)morpholin-4-yl]-2,3-dimethyl-pyrimido[5,4-d]pyrimidin-4-one